1-Chloroimidazo[1,2-a][1,7]naphthyridine-6-carboxylic acid ethyl ester C(C)OC(=O)C=1C=2N(C=3C(=NC=CC3C1)Cl)C=CN2